COC(=O)C1(CC(=NO1)C1=C(C=C(C(=C1)N1C(N(C(N(C1=O)C)=S)C)=O)F)Cl)OC 3-[2-Chloro-5-(3,5-dimethyl-2,6-dioxo-4-thioxo-1,3,5-triazin-1-yl)-4-fluoro-phenyl]-5-methoxy-4H-isoxazole-5-carboxylic acid methyl ester